3-benzyl-1-(trans-4-((5-cyano-4-(3-hydroxy-3-methylazetidin-1-yl)pyrimidin-2-yl)amino)cyclohexyl)-1-(2'-methoxy-5,5'-bipyrimidin-2-yl)urea C(C1=CC=CC=C1)NC(N(C1=NC=C(C=N1)C=1C=NC(=NC1)OC)[C@@H]1CC[C@H](CC1)NC1=NC=C(C(=N1)N1CC(C1)(C)O)C#N)=O